C(CCCCCCC)/C(/C(=O)[O-])=C/C(=O)[O-].C(CCCCCCC)/C(/C(=O)[O-])=C/C(=O)[O-].C(CCC)[Sn+4]CCCC dibutyltin bis(monooctyl maleate)